2-(2,6-dioxopiperidin-3-yl)-5-(((trans-3-(3-methyl-1H-indazol-1-yl)cyclobutyl)methyl)amino)isoindoline-1,3-dione O=C1NC(CCC1N1C(C2=CC=C(C=C2C1=O)NC[C@@H]1C[C@H](C1)N1N=C(C2=CC=CC=C12)C)=O)=O